S(=O)(=O)([O-])[O-].[Sn+2] tin (II) sulphate